3-chloro-4-((5-chloro-3-methylpyrazin-2-yl)thio)pyridin ClC=1C=NC=CC1SC1=NC=C(N=C1C)Cl